N1N=CC(=C1)C1=C2OCCCC3=C(NC(C(S1)=C23)=O)[C@@H](C)N2N=CC=C2 (R)-2-(1H-pyrazol-4-yl)-7-(1-pyrazol-1-ylethyl)-12-oxa-3-thia-6-azatricyclo[6.4.1.04,13]Tridec-1,4(13),7-trien-5-one